C(C1=CC=CC=C1)[C@@H]1NC(OC1)=O (S)-4-benzyloxazolidin-2-one